5-chloro-7,8-dihydro-6H-spiro[[1,3]oxazolo[5,4-f]quinazoline-9,1'-cyclohexan]-7-one ClC=1C=C2C(=C3C1NC(NC31CCCCC1)=O)OC=N2